2-{[(1S)-1-{4-[4-(4-acryloylpiperazin-1-yl)tetrahydro-2H-pyran-4-yl]phenyl}ethyl]amino}-4-methyl-8-(propan-2-yl)pyrido[2,3-d]pyrimidin-7(8H)-one C(C=C)(=O)N1CCN(CC1)C1(CCOCC1)C1=CC=C(C=C1)[C@H](C)NC=1N=C(C2=C(N1)N(C(C=C2)=O)C(C)C)C